3-(3-chlorobenzyl)-6-(4-chlorobenzyl)-1,2,3,4-tetrahydropyrido[3,4-e]pyrrolo[1,2-a]pyrimidin-5(6H)-one ClC=1C=C(CN2CC=3C(N(C=4N(C3CC2)C=CC4)CC4=CC=C(C=C4)Cl)=O)C=CC1